Dimethylethyltryptamine iodide [I-].CC(N(CC)C)CC1=CNC2=CC=CC=C12